3-[5-bromo-2-(8-chloro-4-oxo-chromen-2-yl)phenoxy]cyclopentane-carboxylic acid BrC=1C=CC(=C(OC2CC(CC2)C(=O)O)C1)C=1OC2=C(C=CC=C2C(C1)=O)Cl